CN(/C=C/C(=O)C1OCCOC1)C (E)-3-(dimethylamino)-1-(1,4-dioxan-2-yl)prop-2-en-1-one